3-methoxyphenylpropanoic acid COC=1C=C(C=CC1)C(C(=O)O)C